CN1CCC(CC1)NC=1C(=CN(C(C1)=O)C1(COCC1)C)C(=O)O 4-((1-methylpiperidin-4-yl)amino)-1-(3-methyltetrahydrofuran-3-yl)-6-oxo-1,6-dihydropyridine-3-carboxylic acid